N1(CCCC1)CCNC(OC(CC)CCCO)=O 6-hydroxyhexan-3-yl (2-(pyrrolidin-1-yl)ethyl)carbamate